N[C@H]1C[C@@H]([C@@H]2C[C@H]12)OC=1C=NC=C(C1C1=CC(=NN1)NC=1N=CC(=NC1)C#N)OC 5-{[5-(3-{[(1R,2S,4S,5S)-4-aminobicyclo[3.1.0]hexan-2-yl]oxy}-5-methoxypyridin-4-yl)-1H-pyrazol-3-yl]amino}pyrazine-2-carbonitrile